Tetrahydro-pyran-4-carboxylic acid {8-[6-methoxy-5-(4-{[(pyridin-4-ylmethyl)-amino]-methyl}-phenylamino)-pyridin-2-yl]-2,3-dihydro-benzo[1,4]dioxin-2-ylmethyl}-amide COC1=C(C=CC(=N1)C1=CC=CC2=C1OC(CO2)CNC(=O)C2CCOCC2)NC2=CC=C(C=C2)CNCC2=CC=NC=C2